C1(CC1)C1=CC(=C(C=C1)NC1=CC(=NC=C1C(=O)NOCC)NC1=NC(=NC=C1)OC)N(S(=O)(=O)C)C 4-((4-cyclopropyl-2-(N-methyl-methanesulfonamido)-phenyl)amino)-N-ethoxy-6-((2-methoxypyrimidin-4-yl)-amino)nicotinamide